allyl-dibutylammonium hydroxide [OH-].C(C=C)[NH+](CCCC)CCCC